2-(4-methylphenyl)-7,8-dihydrofuro[2,3-D]pyrrolo[1,2-a]pyrimidin-4(6H)-one CC1=CC=C(C=C1)C1=CC2=C(N=C3N(C2=O)CCC3)O1